CC1(CN(C=2C1=NC=CC2)C2=CC(=NC=N2)NC2=C(C=C(C(=C2)[N+](=O)[O-])N2[C@H](CCC2)CN(C)C)OC)C (R)-6-(3,3-dimethyl-2,3-dihydro-1H-pyrrolo[3,2-b]pyridin-1-yl)-N-(4-(2-((dimethylamino)methyl)pyrrolidin-1-yl)-2-methoxy-5-nitrophenyl)pyrimidin-4-amine